Methyl 5-(((trifluoromethyl)sulfonyl)oxy)-2,3-dihydrobenzo[b]thiepine-8-carboxylate FC(S(=O)(=O)OC=1C2=C(SCCC1)C=C(C=C2)C(=O)OC)(F)F